4-[[6-[[3-(4-fluorophenyl)-1-isopropyl-2,4-dioxo-pyrimidine-5-carbonyl]amino]-3-pyridyl]oxy]-N-[rac-(3R)-1-methylpyrrolidin-3-yl]-1,7-naphthyridine-6-carboxamide FC1=CC=C(C=C1)N1C(N(C=C(C1=O)C(=O)NC1=CC=C(C=N1)OC1=CC=NC2=CN=C(C=C12)C(=O)N[C@H]1CN(CC1)C)C(C)C)=O |r|